CC1=C(C=NC(=C1)C(CCC=C)=O)B(O)O 4-methyl-6-(pent-4-enoyl)pyridin-3-ylboronic acid